6-chloro-7-fluoro-3-methyl-2-(methylsulfanyl)imidazo[4,5-c]pyridine ClC1=C(C2=C(C=N1)N(C(=N2)SC)C)F